4-((2S)-3-(1-(2-Hydroxyacetoxy)ethoxy)-2-((S)-4-methyl-2-(2-(o-tolyloxy)acetamido)pentanamido)-3-oxopropyl)phenyl 4-carbamoylpiperidine-1-carboxylate C(N)(=O)C1CCN(CC1)C(=O)OC1=CC=C(C=C1)C[C@@H](C(=O)OC(C)OC(CO)=O)NC([C@H](CC(C)C)NC(COC1=C(C=CC=C1)C)=O)=O